4-(2-chloro-4-nitrophenoxy)piperidine-1-carbamic acid tert-butyl ester C(C)(C)(C)OC(NN1CCC(CC1)OC1=C(C=C(C=C1)[N+](=O)[O-])Cl)=O